[O-2].[V+].[V+] vanadium(I) oxide